[Th].[K] potassium-thorium